Benzyl ((S)-1-(((S)-1-(((R)-5-hydroxy-1-((S)-2-oxopyrrolidin-3-yl)pentan-2-yl)amino)-4-methyl-1-oxopentan-2-yl)amino)-3-(naphthalen-1-yl)-1-oxopropan-2-yl)carbamate OCCC[C@H](C[C@H]1C(NCC1)=O)NC([C@H](CC(C)C)NC([C@H](CC1=CC=CC2=CC=CC=C12)NC(OCC1=CC=CC=C1)=O)=O)=O